1-((6-(((2R,3R,4R,5R)-2,4-Bis(benzoyloxy)-5-((benzoyloxy)methyl)tetrahydrofuran-3-yl)oxy)-6-oxohex-1-en-2-yl)oxy)pyridin C(C1=CC=CC=C1)(=O)O[C@H]1O[C@@H]([C@H]([C@H]1OC(CCCC(=C)ON1CC=CC=C1)=O)OC(C1=CC=CC=C1)=O)COC(C1=CC=CC=C1)=O